ClC=1C=C(C=C(C1)NS(=O)(=O)C)NC(=O)C=1C=NN(C1)C1CCC(CC1)O N-(3-chloro-5-(methylsulfonamido)phenyl)-1-(4-hydroxycyclohexyl)-1H-pyrazole-4-carboxamide